1-(4-i-propylphenyl)-2-hydroxy-2-methylpropane C(C)(C)C1=CC=C(C=C1)CC(C)(C)O